chloro(2-methylphenyl)(N,N'-tetramethyl-1,2-ethylenediamine) nickel (II) [Ni+2].ClC(CN(C)C)(N(C)C)C1=C(C=CC=C1)C